N=1C=CN2C1N=CC(=C2)C2=CNC=1N=C(N=C(C12)OC)NC1C[C@@H]2[C@@H](CN(C2)C(C)=O)C1 1-((3aR,5s,6aS)-5-((5-(imidazo[1,2-a]pyrimidin-6-yl)-4-methoxy-7H-pyrrolo[2,3-d]pyrimidin-2-yl)amino)hexahydrocyclopenta[c]pyrrol-2(1H)-yl)ethan-1-one